FC1=CC(=CC=2C[C@@H]3N(CC12)CCCC3)C(=O)OC methyl (R)-7-fluoro-1,3,4,6,11,11a-hexahydro-2H-pyrido[1,2-b]isoquinoline-9-carboxylate